5-(2-(2-chloro-5-fluorophenyl)pyrrolidin-1-yl)-N-((R,E)-4-(methylsulfonyl)but-3-en-2-yl)pyrazine-2-carboxamide ClC1=C(C=C(C=C1)F)C1N(CCC1)C=1N=CC(=NC1)C(=O)N[C@H](C)\C=C\S(=O)(=O)C